N,N-dimethyl-1-(octyloxy)-3-({8-[(R-1S,2S)-2-{[(1R,2R)-2-pentyl-cyclopropyl]methyl}cyclopropyl]octyl}oxy)propan-2-amine CN(C(COCCCCCCCC)COCCCCCCCC[C@@H]1[C@@H](C1)C[C@@H]1[C@@H](C1)CCCCC)C